C1(CCCCC1)C[C@H](OC1=CC=C(C(=O)NC[C@@H](C(=O)NO)O)C=C1)C=1C=C(C=CC1)C1=CC=C(C=C1)C(F)(F)F 4-((S)-2-cyclohexyl-1-(4'-(trifluoromethyl)-[1,1'-biphenyl]-3-yl)ethoxy)-N-((S)-2-hydroxy-3-(hydroxyamino)-3-oxopropyl)benzamide